C(C)(C)(C)OC(=O)N(CC(=O)O)CCCCNC(CC1=C2C(N(C(C2=CC=C1)=O)C1C(NC(CC1)=O)=O)=O)=O N-(tert-butoxycarbonyl)-N-(4-(2-(2-(2,6-dioxopiperidin-3-yl)-1,3-dioxoisoindolin-4-yl)acetamido)butyl)glycine